4-((tert-butyldimethylsilyl)oxy)-N-phenylaniline [Si](C)(C)(C(C)(C)C)OC1=CC=C(NC2=CC=CC=C2)C=C1